IC=1C=C2C=CC(OC2=CC1)=O 6-Iodo-2H-chromen-2-one